4-methyl-5,6,7,8-tetrahydro-1,6-naphthyridine-5,7-dione CC1=CC=NC=2CC(NC(C12)=O)=O